OC1=CC=C2C(C(=C(OC2=C1CC1OCCC1)C)C1=CC=C(C=C1)OC)=O 7-Hydroxy-3-(4-methoxyphenyl)-2-methyl-8-[(2-oxolanyl)methyl]-4H-chromen-4-one